(cyclopropylmethyl)sulfide C1(CC1)CSCC1CC1